ClC=1C(=CC(=C(C(=O)NS(=O)(=O)[C@@H]2CC[C@@H](CC2)OC)C1)F)OCC1CCCC1 cis-5-chloro-4-(cyclopentylmethoxy)-2-fluoro-N-((4-methoxy-cyclohexyl)sulfonyl)benzamide